N(N)C1=CC2=C(N(C(=N2)C=2N3CCN(C4=CC=CC(C2)=C34)CCCO)C)C(=C1)OC 3-[2-(5-hydrazino-7-methoxy-1-methyl-benzimidazol-2-yl)-1,9-diazatricyclo[6.3.1.04,12]dodeca-2,4(12),5,7-tetraen-9-yl]propan-1-ol